C1(CC1)C1=CC=C(C=C1)C=1C=C(C(=NC1)C(=O)NC=1C(=NC=C(C1)C(F)(F)F)NC)SCC 5-(4-cyclopropylphenyl)-3-(ethylsulfanyl)-N-[2-(methylamino)-5-(trifluoromethyl)pyridin-3-yl]pyridine-2-carboxamide